NC1=NN2C(C=C(C=C2C(=O)N[C@@H](C)CC)C=2C=NN(C2)C(C(C)C)C=2C=NC(=CC2)C(F)(F)F)=N1 2-Amino-N-[(2S)-butan-2-yl]-7-(1-{2-methyl-1-[6-(trifluoromethyl)pyridin-3-yl]propyl}-1H-pyrazol-4-yl)[1,2,4]triazolo[1,5-a]pyridine-5-carboxamide